(E)-N-(5-(4-cyano-1-(4-(4-oxopent-2-enoyl)piperazin-1-yl)isoquinolin-7-yl)-2-methoxypyridin-3-yl)-2,4-difluorobenzenesulfonamide C(#N)C1=CN=C(C2=CC(=CC=C12)C=1C=C(C(=NC1)OC)NS(=O)(=O)C1=C(C=C(C=C1)F)F)N1CCN(CC1)C(\C=C\C(C)=O)=O